CN1N=C(C=C1)C(=O)OCCCN1N=C(C=2C(NCC3(CCOCC3)CC21)=O)CC 3-(3-ethyl-4-oxo-spiro[6,8-dihydro-5H-pyrazolo[4,3-c]azepine-7,4'-tetrahydropyran]-1-yl)propyl 1-methylpyrazole-3-carboxylate